C(#N)[C@H]1N(CC(C1)(F)F)C(CNC(C1=C(C=NC=C1)N[C@H](C)C1=CC=C(C=C1)F)=O)=O N-(2-((S)-2-cyano-4,4-difluoropyrrolidin-1-yl)-2-oxoethyl)-3-(((R)-1-(4-fluorophenyl)ethyl)amino)isonicotinamide